ClC1=CC(=C(C=N1)C(=O)OC(C)(C)C)C1=CC(=NC=C1OC)C(F)F tert-butyl 6-chloro-2'-(difluoromethyl)-5'-methoxy-[4,4'-bipyridine]-3-carboxylate